[Na+].[Na+].OC1=C2C=C(C=C(C2=CC=C1)S(=O)(=O)[O-])S(=O)(=O)[O-] 5-hydroxynaphthalene-1,3-disulfonic acid disodium salt